N-hydroxy-1-(2-methoxy-5-(methyl-(quinazolin-4-yl)amino)phenoxy)cyclobutane-1-carboxamide ONC(=O)C1(CCC1)OC1=C(C=CC(=C1)N(C1=NC=NC2=CC=CC=C12)C)OC